2-bromo-6-ethylpyrazolo[1,5-a]pyrazin-4(5H)-one BrC1=NN2C(C(NC(=C2)CC)=O)=C1